FC1(CCC(CC1)N1N=C(C=C1C)C=1C(=NC(=C(C(=O)N)C1)N1CCC2(CC2)CC1)NS(=O)(=O)CCO)F (1-(4,4-difluorocyclohexyl)-5-methyl-1H-pyrazol-3-yl)-6-((2-hydroxyethyl)sulfonamido)-2-(6-azaspiro[2.5]octan-6-yl)nicotinamide